5-[4-(benzothien-4-yl)piperazin-1-yl]-1-[10,11-dihydro-5H-dibenzo[b,f]azepin-5-yl]pentan-1-one oxalate C(C(=O)O)(=O)O.S1C=CC2=C1C=CC=C2N2CCN(CC2)CCCCC(=O)N2C1=C(CCC3=C2C=CC=C3)C=CC=C1